ClC=1C=C2C(=CC1)NC(C21CCN(CC1)CCOC1=CC2=C(NC(=N2)C2CC(C2)(C)O)C(=C1)C(F)(F)F)=O 5-chloro-1'-[2-({2-[(cis)-3-hydroxy-3-methylcyclobutyl]-7-(trifluoromethyl)-1H-1,3-benzodiazol-5-yl}oxy)ethyl]-1,2-dihydrospiro[indole-3,4'-piperidin]-2-one